(S)-3-(3-cyano-8-(4-(ethoxymethyl)-2,6-dimethoxyphenyl)quinolin-5-yl)-2-(2,6-difluorobenzoylamino)propionic acid C(#N)C=1C=NC2=C(C=CC(=C2C1)C[C@@H](C(=O)O)NC(C1=C(C=CC=C1F)F)=O)C1=C(C=C(C=C1OC)COCC)OC